ClCCNC(=O)NC1CC1 1-(2-chloroethyl)-3-cyclopropylurea